N1(CCC1)CC1(CC1)NC(C(C)OC1=C(C(=CC=C1)Cl)Cl)=O N-(1-(azetidin-1-ylmethyl)cyclopropyl)-2-(2,3-dichlorophenoxy)propanamide